COC1=C(C(=CC(=C1C1C(CCC(=C1)C)C(=C)C)OC)CCCCC)C1=CC(=CC=C1)N1CCOCC1 4-(2',4'-dimethoxy-5''-methyl-6'-pentyl-2''-(prop-1-en-2-yl)-1'',2'',3'',4''-tetrahydro-[1,1':3',1''-terphenyl]-3-yl)morpholine